C(#N)/C(/C(=O)NC1=NC=C(C=N1)OCC)=C(\C=1C=NOC1C)/O (Z)-2-cyano-N-(5-ethoxypyrimidin-2-yl)-3-hydroxy-3-(5-methylisoxazol-4-yl)acrylamide